C(C)(=O)N[C@@H]1CC[C@H](CC1)C(=O)N(CC12CCC(CC1)(CC2)C2=CC(=C(C=C2)OC)C)C2=NC=CC(=C2)C=2C=NN(C2)C(C)C trans-4-Acetamido-N-(4-(1-isopropyl-1H-pyrazol-4-yl)pyridin-2-yl)-N-((4-(4-methoxy-3-methylphenyl)bicyclo[2.2.2]octan-1-yl)methyl)cyclohexane-carboxamide